9,9',9'',9'''-(3-(pyridin-2-yl)-6-(pyridin-4-yl)benzene-1,2,4,5-tetrayl)tetrakis(9H-carbazole) N1=C(C=CC=C1)C=1C(=C(C(=C(C1N1C2=CC=CC=C2C=2C=CC=CC12)N1C2=CC=CC=C2C=2C=CC=CC12)C1=CC=NC=C1)N1C2=CC=CC=C2C=2C=CC=CC12)N1C2=CC=CC=C2C=2C=CC=CC12